NC=1C=C(C=CC1C(C)C)C(C)=O 1-(3-amino-4-isopropylphenyl)ethan-1-one